NC(=N)N.C(N)(C1=CC=CC=C1)C(N)C1=CC=CC=C1 diphenylethylenediamine monoguanidine salt